C1(CC1)C(=O)N1CCN(CC1)C(=O)C=1C=C(CN2CN=CC3=C(C=CC=C23)F)C=CC1F 1-(3-(4-(Cyclopropylcarbonyl)piperazine-1-carbonyl)-4-fluorobenzyl)-5-fluoroquinazoline